tert-butyl (R)-(4-(4-(5-chloro-7-((3,3-dimethylbutan-2-yl)amino)-[1,2,4]triazolo[1,5-a]pyrimidin-6-yl)-3,5-difluorophenyl)but-3-yn-1-yl)carbamate ClC1=NC=2N(C(=C1C1=C(C=C(C=C1F)C#CCCNC(OC(C)(C)C)=O)F)N[C@H](C)C(C)(C)C)N=CN2